ClC1=CC=C(C(=N1)NCC(F)F)[N+](=O)[O-] 6-chloro-N-(2,2-difluoroethyl)-3-nitropyridin-2-amine